1,4-bis(2-(4-thiophenyl)-2-propyl)benzene S1C=CC(=C1)C(C)(C)C1=CC=C(C=C1)C(C)(C)C=1C=CSC1